2'-oxo-1',4'-dihydro-2'H-spiro[pyrrolidine-3,3'-quinoline]-1-carboxylic acid tert-butyl ester C(C)(C)(C)OC(=O)N1CC2(C(NC3=CC=CC=C3C2)=O)CC1